2-amino-3-(2-amino-1H-imidazol-4-yl)propionic acid NC(C(=O)O)CC=1N=C(NC1)N